ClC=1C=C(OC2C(C(C2(C)C)NC(C2=CN=C(C=C2)N2CCN(CC2)CCCCCOC2=CC=C(C=C2)C(N(C)[C@H]2C(NC(CC2)=O)=O)=O)=O)(C)C)C=CC1C#N |r| rac-N-((1r,3r)-3-(3-chloro-4-cyanophenoxy)-2,2,4,4-tetramethylcyclobutyl)-6-(4-(5-(4-((2,6-dioxopiperidin-3-yl)(methyl)carbamoyl)phenoxy)pentyl)piperazin-1-yl)nicotinamide